FC=1C=C(CN(CCN2C=CC3=CC=C(C=C23)C[C@H](C(=O)O)[C@@H]2CNCC2)CCN2C=CC3=CC=C(C=C23)C[C@H](C(=O)O)[C@@H]2CNCC2)C=C(C1)OC (2S,2'S)-3,3'-((((3-fluoro-5-methoxybenzyl)azanediyl)bis(ethane-2,1-diyl))bis(1H-indole-1,6-diyl))bis(2-((R)-pyrrolidin-3-yl)propanoic acid)